FC1=C(C2=C(NC(=N2)C(=O)N2[C@@H](C=3C=CC=NC3CC2)C)C=C1)C (R)-(5-Fluoro-4-methyl-1H-benzo[d]imidazol-2-yl)(5-methyl-7,8-dihydro-1,6-naphthyridin-6(5H)-yl)methanone